N1C=CC2=CC(=CC=C12)C1=CC=C(C(=N1)N1C(C[C@@H](C1)C)(C)C)C(=O)NS(=O)(=O)C=1C(NC=CC1)=O 6-(1H-Indol-5-yl)-N-[(2-oxo-1H-pyridin-3-yl)sulfonyl]-2-[(4S)-2,2,4-trimethylpyrrolidin-1-yl]pyridin-3-carboxamid